FC=1C=C(COC=2C=C3N(C(N2)=O)CC2N3CCN(C2)C(=O)C2(CC2)NC)C=CC1F 7-((3,4-Difluorobenzyl)oxy)-2-(1-(methylamino)cyclopropane-carbonyl)-3,4,11,11a-tetrahydro-1H-pyrazino[1',2':3,4]imidazo[1,2-c]pyrimidin-9(2H)-one